(S)-2-(4-fluorophenyl)-5-(4-(4-(trifluoromethyl)pyrazolo[1,5-a]pyridin-2-yl)-1,4,6,7-tetrahydro-5H-imidazo[4,5-c]pyridin-5-yl)-1,3,4-oxadiazole FC1=CC=C(C=C1)C=1OC(=NN1)N1[C@@H](C2=C(CC1)NC=N2)C2=NN1C(C(=CC=C1)C(F)(F)F)=C2